CS(=O)(=O)C=1C=C(C(=O)N2CSCC2C(=O)N)C=CC1 3-(3-(methylsulfonyl)benzoyl)-1,3-thiazolidine-4-carboxamide